1-tert-butoxycarbonyl-4-fluoro-piperidine-4-carboxylic acid C(C)(C)(C)OC(=O)N1CCC(CC1)(C(=O)O)F